FC=1C=C2[C@H]([C@@H](COC2=CC1)O)NC(=O)C=1C=C2[C@@H](CCOC2=CC1)N1C(NC(CC1=O)(C)C)=N (4R)-N-[(3S,4R)-6-fluoro-3-hydroxy-chroman-4-yl]-4-(2-imino-4,4-dimethyl-6-oxo-hexahydropyrimidin-1-yl)chromane-6-carboxamide